C(C)[C@H]1N(C[C@@H](N(C1)C=1C=2C(N(C(C1)=O)C)=CN(N2)C2OCCCC2)[C@@H](C)O)C(=O)OC(C)(C)C tert-butyl (2R,5R)-2-ethyl-5-((R)-1-hydroxyethyl)-4-(4-methyl-5-oxo-2-(tetrahydro-2H-pyran-2-yl)-4,5-dihydro-2H-pyrazolo[4,3-b]pyridin-7-yl)piperazine-1-carboxylate